BrC=1C=C2C(=NC1)N(N=C2C=O)C2OCCCC2 5-bromo-1-(tetrahydro-2H-pyran-2-yl)-1H-pyrazolo[3,4-b]pyridine-3-formaldehyde